C(=O)(O)C1=C(C=C(C=C1)C1=CC(=C(C=C1)F)F)N1CC2=CC=C(C=C2C1=O)C(=O)O 2-(4-Carboxy-3',4'-difluoro-biphenyl-3-yl)-3-oxo-2,3-dihydro-1H-isoindole-5-carboxylic acid